2-methoxy-N-(5-(thiophen-2-yl)-1,3,4-oxadiazol-2-yl)benzamide COC1=C(C(=O)NC=2OC(=NN2)C=2SC=CC2)C=CC=C1